FC=1C=CC=C(C1)C1=C(OC=C1)S(=O)(=O)N1[C@@H]([C@H](CC1)O)C(=O)OC methyl (2S,3S)-1-(5-fluorophenylfuran-2-ylsulfonyl)-3-hydroxypyrrolidine-2-carboxylate